BrC1=CC=C(C=C1)C(C(=O)O)CCC(=O)O 2-(4-bromophenyl)-glutaric acid